C(C1=CC=CC=C1)(=O)NC=1C=2N=CN([C@H]3C[C@H](OC(C4=CC=CC=C4)(C4=CC=C(C=C4)OC)C4=CC=C(C=C4)OC)[C@@H](CO)O3)C2N=CN1 N-Benzoyl-3'-O-[bis(4-methoxyphenyl)(phenyl)methyl]-2'-deoxyadenosine